tert-butyl (2s)-2-((tert-butoxycarbonyl)amino)-4-((4,4,4-trifluoro-3-hydroxy-3-(isoquinolin-3-yl)butyl)sulfonyl)butanoate C(C)(C)(C)OC(=O)N[C@H](C(=O)OC(C)(C)C)CCS(=O)(=O)CCC(C(F)(F)F)(C=1N=CC2=CC=CC=C2C1)O